O[C@@H]1[C@H](CC12CCC(CC2)NC(OC(C)(C)C)=O)[C@H]2N1C(C3=CC=CC=C23)=CN=C1 tert-butyl ((1R,2R,4r,7R)-1-hydroxy-2-((R)-5H-imidazo[5,1-a]isoindol-5-yl)spiro[3.5]nonan-7-yl)carbamate